CN(CCC(COC1=C(C=CC=C1)CCC1=CC(=CC=C1)OC)OC(C(C(=O)O)(F)F)C=O)C ((4-(dimethylamino)-1-(2-(3-methoxyphenethyl)phenoxy)butan-2-yl)oxy)-2,2-difluoro-4-oxobutanoic acid